tert-Butyl 2-[1-[6-methyl-4-oxo-2-(2-oxo-3H-1,3-benzoxazol-5-yl)chromen-8-yl]ethylamino]benzoate CC=1C=C2C(C=C(OC2=C(C1)C(C)NC1=C(C(=O)OC(C)(C)C)C=CC=C1)C=1C=CC2=C(NC(O2)=O)C1)=O